OCCOC1=C(C=C(C=C1C1=CC=CC=C1)C(C)(C)C1=CC(=C(OCCO)C(=C1)C1=CC=CC=C1)C1=CC=CC=C1)C1=CC=CC=C1 2-[4-[1-[4-(2-hydroxyethoxy)-3,5-diphenyl-phenyl]-1-methyl-ethyl]-2,6-diphenyl-phenoxy]ethanol